CC1=C(C2=C(N=CN=C2NC2(CC2)C)O1)C(=O)N1CCC(CC1)C1=NC=C(C=N1)O 2-(1-{6-methyl-4-[(1-methylcyclopropyl)amino]furo[2,3-d]pyrimidin-5-carbonyl}piperidin-4-yl)pyrimidin-5-ol